2-(9H-carbazol-2-yl)-N1-(4-fluorobenzyl)-N4-(1-methylpiperidin-4-yl)succinamide C1=C(C=CC=2C3=CC=CC=C3NC12)C(C(=O)NCC1=CC=C(C=C1)F)CC(=O)NC1CCN(CC1)C